6-(benzyloxy)-5,7-difluoro-1-(4-(1-(methylsulfonyl)azetidin-3-yl)phenyl)-1H-indazole C(C1=CC=CC=C1)OC1=C(C=C2C=NN(C2=C1F)C1=CC=C(C=C1)C1CN(C1)S(=O)(=O)C)F